FC=1C(=CC=C2C(N3N(C12)COCC3)=O)NC3=NC=C(C(=C3)N[C@H](CO)C3=CC=CC=C3)C3=NC(=NO3)C31CCN(CC3)CC1 (S)-10-fluoro-9-((4-((2-hydroxy-1-phenylethyl)amino)-5-(3-(quinuclidin-4-yl)-1,2,4-oxadiazol-5-yl)pyridin-2-yl)amino)-3,4-dihydro-1H,6H-[1,3,4]oxadiazino[3,4-a]indazol-6-one